OC1(CCC(CC1)NC1=NN2C(C(=N1)OC)=C(C=C2)C=2C=CC=1N(C2)C(=CN1)C(=O)N)C 6-(2-((Trans-4-hydroxy-4-methylcyclohexyl)amino)-4-methoxypyrrolo[2,1-f][1,2,4]triazin-5-yl)imidazo[1,2-a]pyridine-3-carboxamide